C(=O)C1=C(C=CC=C1)NC(CCC(=O)NC=1C=CC=C2C=CC=NC12)CC1=CC=C(C=C1)CO 4-((2-formylphenyl)amino)-5-(4-(hydroxymethyl)phenyl)-N-(quinolin-8-yl)valeramide